NC([C@H](C)NC1=CC(=NC(=N1)C=1C=C2C=CNC2=CC1)C(=O)NC1=CC=C(C=C1)C(F)(F)F)=O (S)-6-((1-amino-1-oxopropan-2-yl)amino)-2-(1H-indol-5-yl)-N-(4-(trifluoromethyl)phenyl)pyrimidine-4-carboxamide